CC=1C=C(C(=O)C2=CC3=C(C=C2N)OCO3)C=C(C1)C 1-(3,5-dimethylbenzoyl)-3,4-methylenedioxy-6-aminobenzene